37-palmitoleoyloxy-heptatriacontanoic acid C(CCCCCCC\C=C/CCCCCC)(=O)OCCCCCCCCCCCCCCCCCCCCCCCCCCCCCCCCCCCCC(=O)O